NC1=NC(=NC=C1)N1CC(C(CC1)OC)O (4-aminopyrimidin-2-yl)-4-methoxypiperidin-3-ol